ClC=1C=C2C(=NC(=NC2=C(C1C1=C2C(=NNC2=CC=C1C)C1CC1)F)N1CC(C1)N(C)C)N1C[C@H](N(C[C@H]1C)C(C=C)=O)C 1-((2R,5R)-4-((S)-6-chloro-7-(3-cyclopropyl-5-methyl-1H-indazol-4-yl)-2-(3-(dimethylamino)azetidin-1-yl)-8-fluoroquinazolin-4-yl)-2,5-dimethylpiperazin-1-yl)prop-2-en-1-one